BrC1=C2N(N=C1C1=CC=C(C=C1)F)C[C@H]1[C@@H]2C1 |r| racemic-(3bS,4aR)-3-bromo-2-(4-fluorophenyl)-3b,4,4a,5-tetrahydrocyclopropa[3,4]pyrrolo[1,2-b]pyrazole